dimethyl imidazole-4,5-dicarboxylate N1C=NC(=C1C(=O)OC)C(=O)OC